(R)-6-(2-(3-chlorophenyl)-2-hydroxyacetyl)-2-(1-(4-(1-methyl-1H-pyrazol-4-yl)thiophen-2-yl)cyclopropyl)-5,6,7,8-tetrahydropyrido[4,3-d]pyrimidin-4(3H)-one ClC=1C=C(C=CC1)[C@H](C(=O)N1CC2=C(N=C(NC2=O)C2(CC2)C=2SC=C(C2)C=2C=NN(C2)C)CC1)O